BrC1=C(C=CC(=C1)OC1CC1)F 2-bromo-4-cyclopropyloxy-1-fluorobenzene